C(#N)C=1C=C(C=NC1)C1=NC=C(C=C1)S(=O)(=O)NC=1C=CC=C2C=NN(C12)C 5'-CYANO-N-(1-METHYL-1H-INDAZOL-7-YL)-[2,3'-BIPYRIDINE]-5-SULFONAMIDE